C1(=CC=CC=C1)C#CC(SCC)SCC (3-phenylpropan-2-yne-1,1-diyl)bis(ethylsulfane)